tert-butyl (((2S*,4S*)-4-(2-carbamoyl-6-fluorophenyl)-5-chloro-2-phenyl-2,3-dihydrobenzofuran-2-yl)methyl)carbamate C(N)(=O)C1=C(C(=CC=C1)F)C1=C(C=CC2=C1C[C@](O2)(C2=CC=CC=C2)CNC(OC(C)(C)C)=O)Cl |o1:17|